BrC1=CC=C2C(=NC(=NC2=C1F)O)O 7-bromo-8-fluoro-quinazoline-2,4-diol